C(#N)C1=C(C=CC=C1)CC(=O)O 2-(2-cyanophenyl)acetic acid